ClC=1C2=C(N=CN1)N(C=C2)C21CCC(CC2)(C1)NC(OCC1=CC=CC=C1)=O benzyl (4-(4-chloro-7H-pyrrolo[2,3-d]pyrimidin-7-yl)bicyclo[2.2.1]heptan-1-yl)carbamate